1-((3,4-dichlorophenyl)(pyrrolidin-2-yl)methyl)piperidin-4-ol ClC=1C=C(C=CC1Cl)C(N1CCC(CC1)O)C1NCCC1